N-(1-(4-(trifluoromethyl)benzyl)-1H-indazol-3-yl)nicotinamide FC(C1=CC=C(CN2N=C(C3=CC=CC=C23)NC(C2=CN=CC=C2)=O)C=C1)(F)F